C(C)OC(=O)C1(CC2=CC=CC=C2C(C1)C(NC1=CC=C(C=C1)Cl)=O)C(=O)OCC 4-((4-chlorophenyl)carbamoyl)-3,4-dihydronaphthalene-2,2(1H)-dicarboxylic acid diethyl ester